Pyrazolo[1,5-a]pyrimidine-3-carboxylic acid [3-(5-chloro-2-difluoromethoxyphenyl)-1-piperidin-4-yl-1H-pyrazol-4-yl] amide hydrochloride Cl.ClC=1C=CC(=C(C1)C1=NN(C=C1NC(=O)C=1C=NN2C1N=CC=C2)C2CCNCC2)OC(F)F